COC1=C(C=C2CCN3C(C2=C1)CN([C@@H](C3=O)CC(C)(C)C)C)OCC(F)(F)F (3R)-10-methoxy-2-methyl-3-neopentyl-9-(2,2,2-trifluoroethoxy)-1,2,3,6,7,11b-hexahydro-4H-pyrazino[2,1-a]isoquinolin-4-one